N-(1,1-dimethylsilinan-4-yl)-5-methoxy-1H-pyrrolo[2,3-b]pyridine-2-carboxamide C[Si]1(CCC(CC1)NC(=O)C1=CC=2C(=NC=C(C2)OC)N1)C